BrC(C(=O)NC=1C=C(C(=CC1O)Cl)C1=C(C(=C(C(=C1F)F)F)F)F)(F)F 2-bromo-N-(6-chloro-2',3',4',5',6'-pentafluoro-4-hydroxy-[1,1'-biphenyl]-3-yl)-2,2-difluoroacetamide